BrC=1C=C2C(=CC(=NC2=C(C1)F)C1CC1)N(C=1SC(=C(N1)C1=CC=C(C=C1)F)C#N)CC 2-((6-bromo-2-cyclopropyl-8-fluoroquinolin-4-yl)(ethyl)amino)-4-(4-fluorophenyl)thiazole-5-carbonitrile